C1(=CC=CC=C1)C(C(C=CC1=C(C=C(C=C1)F)F)=O)C(C=CC1=C(C=C(C=C1)F)F)=O 4-phenyl-1,7-bis(2,4-difluorophenyl)hept-1,6-diene-3,5-dione